(+/-)-(1R,5S,6R)-3-(3-chlorophenyl)-2-methyl-3-azabicyclo[3.1.0]hexane-6-carbonitrile ClC=1C=C(C=CC1)N1[C@@H]([C@H]2[C@@H]([C@H]2C1)C#N)C |&1:8|